N-allyl-2-(2-iodo-5-methoxyphenyl)acetamide C(C=C)NC(CC1=C(C=CC(=C1)OC)I)=O